1-(4-benzyl-3-oxo-3,4-dihydro-2H-benzo[b][1,4]thiazin-6-yl)-3-(5-chloro-1H-indol-3-yl)urea C(C1=CC=CC=C1)N1C2=C(SCC1=O)C=CC(=C2)NC(=O)NC2=CNC1=CC=C(C=C21)Cl